The molecule is a 1,2-diacyl-sn-glycerol with palmitoyl as the 1-acyl group and oleoyl as the 2-acyl group. It has a role as a mouse metabolite. It is a 1,2-diacyl-sn-glycerol and a 1-palmitoyl-2-oleoylglycerol. It is an enantiomer of a 2-oleoyl-3-palmitoyl-sn-glycerol. CCCCCCCCCCCCCCCC(=O)OC[C@H](CO)OC(=O)CCCCCCC/C=C\\CCCCCCCC